5-benzoylamino-3-(1-(sec-butyl)-1,2,3,6-tetrahydropyridin-4-yl)-1H-indole C(C1=CC=CC=C1)(=O)NC=1C=C2C(=CNC2=CC1)C=1CCN(CC1)C(C)CC